N1N=CC2=C(C=CC=C12)N1N=NC(=C1)CC=1N=C2N(C=CC=C2)C1 2-[[1-(1H-indazol-4-yl)triazol-4-yl]methyl]imidazo[1,2-a]pyridine